COC=1C=C(C=CC1OC)NC1=CC=NC2=CC=C(C=C12)C1=C(C=C(C=C1)CN1CCN(CC1)C)F N-(3,4-dimethoxyphenyl)-6-(2-fluoro-4-((4-methylpiperazin-1-yl)methyl)phenyl)quinolin-4-amine